FC1=C(OCCCP(OC(C)(C)C)(OC(C)(C)C)=O)C=CC(=C1F)C1CCC(CC1)CCCCC Di-tert-butyl (3-(2,3-difluoro-4-(4-pentylcyclohexyl)phenoxy)-propyl)phosphonate